4-[2-(4-chloro-2-fluorophenyl)-1,3-benzodioxol-4-yl]piperidine, trifluoroacetate salt FC(C(=O)O)(F)F.ClC1=CC(=C(C=C1)C1OC2=C(O1)C=CC=C2C2CCNCC2)F